ClC1=CC=C(C=2C(N(CC12)C1C(NC(CC1)=O)=O)=O)C#N 7-chloro-2-(2,6-dioxopiperidin-3-yl)-3-oxoisoindoline-4-carbonitrile